(R)-6-fluoro-5-(4-((5-fluoro-2-methyl-3-oxo-4H-quinoxalin-6-yl)methyl)-2-methylpiperazine-1-yl)-N-methylpyridine-2-carboxamide FC1=C(C=CC(=N1)C(=O)NC)N1[C@@H](CN(CC1)CC=1C(=C2NC(C(=NC2=CC1)C)=O)F)C